Ethyl (E)-3-(3-(2-((benzyloxy)methyl)-7-((2-hydroxyethyl)sulfonyl)-6,6-dimethyl-1-(2-methylhydrazineyl)-1-oxoheptan-2-yl)-2-fluorophenyl)-2-methylacrylate C(C1=CC=CC=C1)OCC(C(=O)NNC)(CCCC(CS(=O)(=O)CCO)(C)C)C=1C(=C(C=CC1)/C=C(/C(=O)OCC)\C)F